((1-(4-Fluoro-2-formylphenyl)piperidin-4-yl)methyl)carbamic acid tert-butyl ester C(C)(C)(C)OC(NCC1CCN(CC1)C1=C(C=C(C=C1)F)C=O)=O